1-isopropyl-4-(3-nitropyridin-2-yl)piperazine C(C)(C)N1CCN(CC1)C1=NC=CC=C1[N+](=O)[O-]